FC1=C(C(=CC(=C1)OC)F)\C=C\[N+](=O)[O-] (E)-1,3-difluoro-5-methoxy-2-(2-nitrovinyl)benzene